benzyl (R)-(3-(1-(3-carbamoyl-6-(3-(2-(dispiro[2.0.24.13]heptan-7-yl)ethoxy)-1H-pyrazol-1-yl)pyridin-2-yl)-5,5-dimethylpyrrolidin-3-yl)propyl)carbamate C(N)(=O)C=1C(=NC(=CC1)N1N=C(C=C1)OCCC1C2(C13CC3)CC2)N2C[C@@H](CC2(C)C)CCCNC(OCC2=CC=CC=C2)=O